methyl 5-(2,2,2-trifluoro-1-methyl-ethyl)-4,5,6,7-tetrahydrotriazolo[1,5-a]pyridine-3-carboxylate FC(C(C)C1CC=2N(CC1)N=NC2C(=O)OC)(F)F